O1C(CCCC1)OC1CCC2=CC(=CC=C12)C=O 1-((tetrahydro-2H-pyran-2-yl)oxy)-2,3-dihydro-1H-inden-5-formaldehyde